2-{[6-butyl-4-(3-carbamoylphenyl)quinolin-2-yl]oxy}acetic acid C(CCC)C=1C=C2C(=CC(=NC2=CC1)OCC(=O)O)C1=CC(=CC=C1)C(N)=O